5-(2-((1-((6-cyclopropylimidazo[1,2-a]pyridin-2-yl)methyl)-1H-1,2,3-triazole-4-carboxamido)methyl)-3-fluoro-4-methoxyphenyl)pyrimidine-2-carboxylic acid C1(CC1)C=1C=CC=2N(C1)C=C(N2)CN2N=NC(=C2)C(=O)NCC2=C(C=CC(=C2F)OC)C=2C=NC(=NC2)C(=O)O